aminomethyl(N-n-hexylaminomethyl)phosphinic acid NCP(O)(=O)CNCCCCCC